C1(=CC=C(C=C1)CC(=O)N)CC(=O)N (4,1-phenylene)diacetamide